FCCCN1CC(C1)NC=1C=NC(=CC1)[C@H]1N([C@@H](CC2=C3C(=CC=C12)NN=C3)C)CC(F)(F)F N-(1-(3-fluoropropyl)azetidin-3-yl)-6-((6S,8R)-8-methyl-7-(2,2,2-trifluoroethyl)-6,7,8,9-tetrahydro-3H-pyrazolo[4,3-f]isoquinolin-6-yl)pyridin-3-amine